ClC=1C=C2CC(N(C2=CC1)CC(N1CCN(CC1)CCC1=CC=CC=C1)=O)=O 5-chloro-1-{2-oxo-2-[4-(2-phenylethyl)piperazin-1-yl]ethyl}-1,3-dihydro-2H-indol-2-one